5-(3-Fluorobenzenesulfonyl)-N-(furan-2-ylmethyl)-1H,2H,3H,4H,5H,6H-pyrrolo[3,4-c]pyrrole-2-carboxamide FC=1C=C(C=CC1)S(=O)(=O)N1CC2=C(C1)CN(C2)C(=O)NCC=2OC=CC2